FC(OC1=CC(=NC=C1F)NC(OCCCC)=O)F butyl N-(4-(difluoromethoxy)-5-fluoro-2-pyridyl)carbamate